Cl.BrC1=C(C=C(C=C1)Cl)[C@@H]1NCC=CCC1 (R)-2-(2-bromo-5-chlorophenyl)-2,3,4,7-tetrahydro-1H-azepine hydrochloride